FC(OC[C@H]1CN(CCO1)C(=O)OC(C)(C)C)(F)F tert-butyl (2R)-2-(trifluoromethoxymethyl)morpholine-4-carboxylate